C1(=CC=CC2=CC=CC=C12)NC1=CC=CC=C1 N-(naphthalen-1-yl)aniline